3-hexafluoropropan-2-ylacrylate FC(C(C(F)(F)F)C=CC(=O)[O-])(F)F